BrC[C@@H]1CC[C@H](CC1)C(=O)OC methyl trans-4-(bromo-methyl)cyclohexanecarboxylate